2-[[Butylhydroxyphosphinyl]methyl]glutaric acid C(CCC)P(=O)(O)CC(C(=O)O)CCC(=O)O